2-amino-4,6-dichloronicotinic acid NC1=C(C(=O)O)C(=CC(=N1)Cl)Cl